C1(CC1)C(NC(=O)C1N(CC(C1)F)C(CC1=CN=NN1)=O)C1=CC(=C(C=C1)C(C)C)F N-{cyclopropyl-[3-fluoro-4-(prop-2-yl)phenyl]methyl}-4-fluoro-1-[2-(1H-1,2,3-triazol-5-yl)acetyl]pyrrolidine-2-carboxamide